C(CCCCCC)N(C([C@@H](NC(CCCCCCCCCCCCCCCCC)=O)CCC(=O)O)=O)CCCCCCC N-stearoyl-glutamic acid diheptyl amide